benzo[b]pyrrol-1,2-d N1(C2=C(C=C1[2H])C=CC=C2)[2H]